3-[4-{5-(1H-Pyrazol-4-yl)furan-2-carboxamido}-3-(pyridine-2-yl)-1H-pyrazol-1-yl]-N-propylazetidine-1-carboxamide N1N=CC(=C1)C1=CC=C(O1)C(=O)NC=1C(=NN(C1)C1CN(C1)C(=O)NCCC)C1=NC=CC=C1